7-(Diethylamino)naphthalen-2-ol C(C)N(C1=CC=C2C=CC(=CC2=C1)O)CC